5-{6-[2-(2-Cyano-7-fluoro-4-methyl-indol-1-yl)-ethylamino]-pyrimidin-4-yl}-3-ethoxy-thiophen C(#N)C=1N(C2=C(C=CC(=C2C1)C)F)CCNC1=CC(=NC=N1)C1=CC(=CS1)OCC